4-methyl-5-(1H-pyrazol-4-yl)phenol CC1=CC=C(C=C1C=1C=NNC1)O